4-benzyloxy-3-bromo-6-chloro-2-methyl-pyridine C(C1=CC=CC=C1)OC1=C(C(=NC(=C1)Cl)C)Br